BrC1=CC(=C(O[Si](C)(C)C(C)(C)C)C=C1)C (4-Bromo-2-methylphenoxy)(tert-butyl)dimethylsilane